ClC1=CC=C(C=C1)COC1=NN=C(S1)NC(=O)C=1C=NC(=CC1C1=C(C=CC=C1)OC)[C@@H](C)O (R)-N-[5-[(4-chlorophenyl)methoxy]-1,3,4-thiadiazol-2-yl]-6-(1-hydroxyethyl)-4-(2-methoxyphenyl)pyridine-3-carboxamide